[2-(2-pyridinyl)-6-(1-pyrrolidinyl)-4-pyrimidinyl]-β-alanine N1=C(C=CC=C1)C1=NC(=CC(=N1)NCCC(=O)O)N1CCCC1